C(C)(C)(C)OC(=O)N1CCCCC1 1-(tert-butyloxycarbonyl)piperidin